2-(((S)-1-(1H-tetrazol-1-yl)propan-2-yl)oxy)-4-(2-((3-(3-hydroxypropoxy)-1-((1r,4r)-4-morpholinocyclohexyl)-1H-pyrazol-4-yl)amino)pyrimidin-5-yl)benzonitrile N1(N=NN=C1)C[C@H](C)OC1=C(C#N)C=CC(=C1)C=1C=NC(=NC1)NC=1C(=NN(C1)C1CCC(CC1)N1CCOCC1)OCCCO